P(=O)(OCCOC(C=C)=O)(OCC[N+](C)(C)C)[O-] acryloyloxyethyl (2-(trimethylammonio)ethyl) phosphate